FC(C(=O)O)(F)F.BrC=1C=C(C2=C(C=C(O2)NC)C1)C1=CC=C(C=C1)F 5-bromo-7-(4-fluorophenyl)benzofuran-2-yl-methylamine trifluoroacetate